CCC(CC)=O 1-methyl-butanone